(5-chlorooxazolo[4,5-b]pyridin-2-yl)-[(3R)-1-ethyl-3-piperidyl]amine ClC1=CC=C2C(=N1)N=C(O2)N[C@H]2CN(CCC2)CC